(±)-N1-cyclopropyl-N1-methyl-2-((methylsulfinyl)methyl)benzene-1,4-diamine C1(CC1)N(C1=C(C=C(C=C1)N)C[S@](=O)C)C |r|